2-methyl-1-carbonyl-8-azaspiro[4.5]decane-8-carboxylate CC1C(C2(CC1)CCN(CC2)C(=O)[O-])=C=O